6-vinyl-indazole-3-carboxamidine C(=C)C1=CC=C2C(=NNC2=C1)C(=N)N